2-phenyl-4,6-bis(trichloromethyl)s-triazine C1(=CC=CC=C1)C1=NC(=NC(=N1)C(Cl)(Cl)Cl)C(Cl)(Cl)Cl